C(C)(C)C1(C=CC=C1)[Ce](C(N(CCC)CC)=NCC)C1(C=CC=C1)C(C)C bis(isopropylcyclopentadienyl)(diethyl-n-propylamidino)cerium